C(C)(C)(C)C=1OC=C(N1)CO (2-tert-butyloxazol-4-yl)methanol